2-{[(3S,4R)-1-[4-({8-[(2R,3S)-3-[(ethane-sulfonyl)methyl]-2-methyl-azetidin-1-yl]-5-(propan-2-yl)isoquinolin-3-yl}amino)pyrimidin-2-yl]-3-fluoro-piperidin-4-yl]oxy}ethan-1-ol C(C)S(=O)(=O)C[C@@H]1[C@H](N(C1)C=1C=CC(=C2C=C(N=CC12)NC1=NC(=NC=C1)N1C[C@@H]([C@@H](CC1)OCCO)F)C(C)C)C